5-chloro-4-(6-fluoro-1H-indol-3-yl)pyrimidin ClC=1C(=NC=NC1)C1=CNC2=CC(=CC=C12)F